(glycidoxypropyl)methoxysilane C(C1CO1)OCCC[SiH2]OC